Naphthylpropanol C1(=CC=CC2=CC=CC=C12)C(CC)O